C(=O)(OC(C)(C)C)NCCOC=1C=C(C(=O)O)C=C(C1)OCCNC(=O)OC(C)(C)C 3,5-bis[2-(Boc-amino)ethoxy]-benzoic acid